FC=1C(=C(C(=NC1)C(C)C)NC(=O)N=S(=O)(N)C1=CN=C(S1)C(C)(C)O)C(C)C N'-((5-fluoro-2,4-diisopropylpyridin-3-yl)carbamoyl)-2-(2-hydroxypropan-2-yl)thiazole-5-sulfonimidamide